N-(3-(benzyloxy)phenyl)-3-(4-methoxyphenyl)-1H-pyrazolo[3,4-b]pyridin-5-amine C(C1=CC=CC=C1)OC=1C=C(C=CC1)NC=1C=C2C(=NC1)NN=C2C2=CC=C(C=C2)OC